OC1=C(C(=O)NC=2C=NC=C(C(=O)O)C2)C=C(C(=C1)S(=O)(=O)O)O 5-(2,5-dihydroxy-4-sulfobenzamido)nicotinic acid